CN1CSC2=C1C=CC(=C2)C 3,6-dimethyl-benzothiazole